C(C)(C)OC=1C=CC2=CN(N=C2C1)C1OCCCC1 6-isopropoxy-2-(tetrahydro-2H-pyran-2-yl)-2H-indazole